FC1=C(C=C(C(=C1)C)C1=CC(=NC(=C1)N1CCOCC1)OCCO)NC(=O)N1C[C@@H](CCC1)C(F)(F)F |r| (RS)-N-(2-fluoro-5-(2-(2-hydroxyethoxy)-6-morpholinopyridin-4-yl)-4-methylphenyl)-3-(trifluoromethyl)piperidine-1-carboxamide